C(C)(C)(C)OC(=O)N1CC(C1)N1C=CC=2N=NC(=CC21)Cl 3-{3-Chloropyrrolo[3,2-c]pyridazin-5-yl}azetidine-1-carboxylic acid tert-butyl ester